CN(C(OC(C)(C)C)=O)CCC1COCC2=NC3=C(N21)C(=CC=C3)B3OC(C(O3)(C)C)(C)C tert-butyl N-methyl-N-[2-[6-(4,4,5,5-tetramethyl-1,3,2-dioxaborolan-2-yl)-3,4-dihydro-1H-[1,4]oxazino[4,3-a]benzimidazol-4-yl]ethyl]carbamate